(9aR,10S)-10-((R)-(2,3-difluorophenyl)(phenyl)methyl)-3,5-dioxo-3,5,8,9,9a,10-hexahydro-7H-pyrrolo[1',2':4,5]pyrazino[1,2-b]pyridazin-4-yl pivalate C(C(C)(C)C)(=O)OC1=C2N(N=CC1=O)[C@H]([C@@H]1N(C2=O)CCC1)[C@H](C1=CC=CC=C1)C1=C(C(=CC=C1)F)F